C(CCC)C(C(C(=O)[O-])(O)CCCC)(O)C(=O)[O-] dibutyltartrate